CN1C(C(CC1)(C(=O)OC(C)(C)C)CC#C)=O Tert-Butyl 1-methyl-2-oxo-3-prop-2-ynyl-pyrrolidine-3-carboxylate